[K+].[K+].[K+].[K+].C(CN(CC(=O)[O-])CC(=O)[O-])N(CC(=O)[O-])CC(=O)[O-] ethylenediaminetetraacetic acid tetrapotassium salt